2-((2-(5-(3-amino-6-methoxypyridin-2-yl)pentyl)-4-fluorophenyl)amino)-5-(trifluoromethyl)nicotinic acid NC=1C(=NC(=CC1)OC)CCCCCC1=C(C=CC(=C1)F)NC1=C(C(=O)O)C=C(C=N1)C(F)(F)F